ClC1=C(C#N)C(=CC=C1)N1N=CC(=C1)C1=CN(C(C=C1C=1C=NC(=CC1)NC(C)C)=O)C 2-chloro-6-[4-[4-[6-(isopropylamino)-3-pyridyl]-1-methyl-6-oxo-3-pyridyl]-pyrazol-1-yl]benzonitrile